COC(=O)C1=CC(=CC=2NC=NC21)C2=C(C=C(C=C2)C2CC2)Cl 6-(2-chloro-4-cyclopropylphenyl)-1H-benzo[d]imidazole-4-carboxylic acid methyl ester